((5-(6-((2-fluoro-4-isocyanobenzyl)oxy)pyridin-2-yl)-3,4,5,6-tetrahydropyrrolo[3,4-c]pyrrol-2(1H)-yl)methyl)-1-((3-methoxyoxetan-3-yl)methyl)-1H-benzo[d]imidazole-6-carboxylic acid FC1=C(COC2=CC=CC(=N2)N2CC3=C(C2)CN(C3)CC3=NC2=C(N3CC3(COC3)OC)C=C(C=C2)C(=O)O)C=CC(=C1)[N+]#[C-]